N-(2-chloroethyl)-4-(1-((2-(((cyclobutylmethyl)amino)methyl)-1H-indole-6-yl)methyl)-1H-1,2,3-triazol-4-yl)-1H-indazole-6-amine ClCCNC1=CC(=C2C=NNC2=C1)C=1N=NN(C1)CC1=CC=C2C=C(NC2=C1)CNCC1CCC1